(2S)-2-amino-4-methyl-1-[(2R)-2-methyl-oxiranyl]-1-pentanone trifluoroacetate FC(C(=O)O)(F)F.N[C@H](C(=O)[C@@]1(OC1)C)CC(C)C